C1(CC1)NC1CCC1 3-(cyclopropylamino)cyclobutane